8-Methyl-8-azabicyclo[3.2.1]octan-3-yl 3-(4-methoxyphenyl)-2-phenylpropanoate COC1=CC=C(C=C1)CC(C(=O)OC1CC2CCC(C1)N2C)C2=CC=CC=C2